1,2-di-(α-linolenoyl)-3-[α-D-galactosyl-(1-6)-β-D-galactosyl]-sn-glycerol C(CCCCCCC\C=C/C\C=C/C\C=C/CC)(=O)OC[C@@H](OC(CCCCCCC\C=C/C\C=C/C\C=C/CC)=O)CO[C@H]1[C@H](O)[C@@H](O)[C@@H](O)[C@H](O1)CO[C@@H]1[C@H](O)[C@@H](O)[C@@H](O)[C@H](O1)CO